7-bromo-5-chloro-N-methyl-1H-pyrrolo[2,3-c]pyridine-3-carboxamide BrC=1N=C(C=C2C1NC=C2C(=O)NC)Cl